NC1CCN(CC1)[C@@H]1CC[C@H](CC1)N1C=C(C2=C1N=CN=C2N)C2=CC=C(C=C2)OC2=CC=CC=C2 7-((trans)-4-(4-aminopiperidin-1-yl)cyclohexyl)-5-(4-phenoxyphenyl)-7H-pyrrolo[2,3-d]pyrimidin-4-amine